BrC=1C=C2C=C(C(=NC2=CC1)C)C1C(NC(CC1)=O)=O 3-(6-bromo-2-methylquinolin-3-yl)piperidine-2,6-dione